CS(=O)(=O)C1=CC=C(OC[C@@H]2CN(C[C@H]2C)CCC=2C=C(C=C(C2)C#N)C#N)C=C1 5-{2-[(3S,4S)-3-[(4-methanesulfonylphenoxy)methyl]-4-methylpyrrolidin-1-yl]ethyl}benzene-1,3-dicarbonitrile